C(C)OCC1(CN(CC1)C(C)C=1C=CC(=NC1)C)CCC=1C=NC=CC1 5-(1-(3-(ethoxymethyl)-3-(2-(pyridin-3-yl)ethyl)pyrrolidin-1-yl)ethyl)-2-methylpyridine